FC1=C(C=C(C=C1)[C@@H](NC(=O)N1[C@@H](C(NCC1)=O)C)C=1C=NC(=CC1)C(F)(F)F)OC(F)(F)F (2R)-N-((R)-(4-fluoro-3-(trifluoromethoxy)phenyl)(6-(trifluoromethyl)pyridin-3-yl)methyl)-2-methyl-3-oxopiperazine-1-carboxamide